5-chloro-4,4-difluoro-3,4-dihydroisoquinoline-2(1H)-carboxylic acid tert-butyl ester C(C)(C)(C)OC(=O)N1CC2=CC=CC(=C2C(C1)(F)F)Cl